(3-fluoro-4-methoxyphenyl)thiourea FC=1C=C(C=CC1OC)NC(=S)N